C1=C(C=CC=2OC3=C(C21)C=CC=C3)C(=O)N dibenzo[B,d]Furan-2-carboxamide